1-(2-(5-(3-fluoro-4-(methoxymethyl)phenyl)-1H-imidazol-2-yl)piperidin-1-yl)-2-(methylthio)propan-1-one FC=1C=C(C=CC1COC)C1=CN=C(N1)C1N(CCCC1)C(C(C)SC)=O